COC1=C(CC(CC)N)C=C(C(=C1)C)OC 2,5-dimethoxy-α-ethyl-4-methyl-phenethylamine